FC1=C2C(=C(C=3N=C(NC31)[C@@H]3NCCC3)F)CCC2 4,8-difluoro-2-[(2R)-pyrrolidin-2-yl]-3,5,6,7-tetrahydrocyclopenta[f]benzimidazol